2,3-difluoro-4-[5-(2-pyridinyl)-1-(2-trimethylsilylethoxymethyl)pyrazol-4-yl]phenol FC1=C(C=CC(=C1F)C=1C=NN(C1C1=NC=CC=C1)COCC[Si](C)(C)C)O